C(CC)OC(CCCCCCC/C=C/C=C)OCCC (3E)-12,12-dipropoxy-1,3-dodecadiene